1-[2-fluoro-6-(trifluoromethyl)phenyl]Methylamine FC1=C(C(=CC=C1)C(F)(F)F)CN